ClC=1C=C(C(=C2C=CN(C12)C(=O)OC(C)(C)C)O)C tert-butyl 7-chloro-4-hydroxy-5-methyl-1H-indole-1-carboxylate